benzyl (2S)-3-methyl-2-(methylamino)butanoate Hydrochloride Cl.CC([C@@H](C(=O)OCC1=CC=CC=C1)NC)C